(2R,3S,4S,5S)-4-[[3-[4-methoxy-6-(trifluoromethyl)-3-pyridinyl]-4,5-dimethyl-5-(trifluoromethyl)tetrahydrofuran-2-carbonyl]amino]pyridine-2-carboxamide COC1=C(C=NC(=C1)C(F)(F)F)[C@H]1[C@@H](O[C@@]([C@H]1C)(C(F)(F)F)C)C(=O)NC1=CC(=NC=C1)C(=O)N